N-((4,6-dimethyl-2-oxo-1,2-dihydropyridin-3-yl)methyl)-5-(ethyl-(tetrahydro-2H-pyran-4-yl)amino)-4'-((3-hydroxyazetidin-1-yl)methyl)-4-methyl-[1,1'-biphenyl]-3-carboxamide CC1=C(C(NC(=C1)C)=O)CNC(=O)C=1C=C(C=C(C1C)N(C1CCOCC1)CC)C1=CC=C(C=C1)CN1CC(C1)O